O[C@@H](CONC(C1(C(C(=CC=C1)F)NC1=C(C=C(C=C1)I)F)F)=O)CO N-((R)-2,3-dihydroxypropoxy)-3,1-difluoro-2-(2-fluoro-4-iodo-phenylamino)-benzamide